methoxy-2'-deoxyguanosine-5'-triphosphate P(O)(=O)(OP(=O)(O)OP(=O)(O)O)OC[C@@H]1[C@H](C[C@@](O1)(N1C=NC=2C(=O)NC(N)=NC12)OC)O